4-[[3-[4-(cyanomethoxy)-2,3-difluoro-phenyl]imidazo[1,2-a]pyrazin-8-yl]amino]-N-[2-[[(2S)-2,3-diaminopropanoyl]amino]ethyl]-2-ethyl-benzamide C(#N)COC1=C(C(=C(C=C1)C1=CN=C2N1C=CN=C2NC2=CC(=C(C(=O)NCCNC([C@H](CN)N)=O)C=C2)CC)F)F